tert-Butyl-6-((methylsulfonyl)oxy)-1,4-oxazepane-4-carboxylate C(C)(C)(C)OC(=O)N1CCOCC(C1)OS(=O)(=O)C